[O-2].[Cr+3].[Mn+2].[Fe+2] iron manganese chromium oxide